CC1=C(N=NC(=C1C)N1CC=2C=C(C=NC2CC1)C=1N(N=CC1)C)C#N 4,5-dimethyl-6-[3-(2-methylpyrazol-3-yl)-7,8-dihydro-5H-1,6-naphthyridin-6-yl]pyridazine-3-carbonitrile